(R)-N,N-dimethyl-alpha-[2-(1-naphthoxy)ethyl]benzylamine hydrochloride Cl.CN(C)[C@@H](C1=CC=CC=C1)CCOC1=CC=CC2=CC=CC=C12